(Z)-11-octadecenol C(CCCCCCCCC\C=C/CCCCCC)O